2-bromo-5-(bromomethyl)benzonitrile BrC1=C(C#N)C=C(C=C1)CBr